N-tert-Butoxycarbonyltyrosine C(C)(C)(C)OC(=O)N[C@@H](CC1=CC=C(C=C1)O)C(=O)O